[C-]#N.C(CCCCCCCCCCC)[NH+]1CCCCC1 N-Dodecylpiperidinium cyanide